BrC1=CC=C(C=C1)C1=C(C#N)C(=CC(=N1)C(F)F)O 2-(4-bromophenyl)-6-(difluoromethyl)-4-hydroxynicotinonitrile